benzyl (2S)-2-amino-3-methyl-butanoate N[C@H](C(=O)OCC1=CC=CC=C1)C(C)C